N1C=NC2=C1C=CC(=C2)N2C([C@H]([C@H]2C=2C(=NC(=CC2)N2C=NC(=C2)C(F)(F)F)C)C2CC2)=O (3S,4S)-1-(1H-benzo[d]imidazol-5-yl)-3-cyclopropyl-4-(2-methyl-6-(4-(trifluoromethyl)-1H-imidazol-1-yl)pyridin-3-yl)azetidin-2-one